C(C)(C)(C)C1=C(OC2OPOCC23COPOC3)C(=CC(=C1)C)C(C)(C)C 2,6-di-tert-butyl-4-methylphenoxy-2,4,8,10-tetraoxa-3,9-diphosphaspiro[5.5]undecane